4-(2-(1-(4-methoxybenzyl)-3-(trifluoromethyl)-1H-1,2,4-triazol-5-yl)-6-(methylthio)imidazo[1,2-a]pyrimidin-3-yl)-N,N-dimethyl-1H-imidazole-1-sulfonamide COC1=CC=C(CN2N=C(N=C2C=2N=C3N(C=C(C=N3)SC)C2C=2N=CN(C2)S(=O)(=O)N(C)C)C(F)(F)F)C=C1